N-(chloroacetoxy)succinimide tert-Butyl-4,4-difluoro-5-hydroxypentanoate C(C)(C)(C)OC(CCC(CO)(F)F)=O.ClCC(=O)ON1C(CCC1=O)=O